4-((2,4-dichloro-5-methoxyphenyl)amino)-7-((2-(2,6-dioxopiperidin-3-yl)-7-fluoro-1-oxoisoindolin-5-yl)methoxy)-6-methoxyquinoline-3-carbonitrile ClC1=C(C=C(C(=C1)Cl)OC)NC1=C(C=NC2=CC(=C(C=C12)OC)OCC=1C=C2CN(C(C2=C(C1)F)=O)C1C(NC(CC1)=O)=O)C#N